(S)-5-((1-(6-chloro-7-fluoro-2-oxo-1,2-dihydroquinolin-3-yl)ethyl)amino)-1-methyl-6-oxo-1,6-dihydropyridine-2-carbonitrile ClC=1C=C2C=C(C(NC2=CC1F)=O)[C@H](C)NC1=CC=C(N(C1=O)C)C#N